1H-indole-6-methanamine N1C=CC2=CC=C(C=C12)CN